C(N)(=O)C=1C=CC2=C(N=C(C3=CC=NC=C23)N2CC(C2)OCCCCNC(OC(C)(C)C)=O)C1 tert-Butyl (4-((1-(8-carbamoylbenzo[c][2,6]naphthyridin-5-yl)azetidin-3-yl)oxy)butyl)carbamate